OC(CC(=O)OC[C@H]([C@H](COC(CC(C)O)=O)OC(CC(C)O)=O)OC(CC(C)O)=O)C (2R,3S)-butane-1,2,3,4-tetrayl tetrakis(3-hydroxybutyrate)